(Z)-2-(6-fluoro-2-methyl-1-(4-(phenoxymethyl)benzylidene)-1H-inden-3-yl)-acetic acid FC1=CC=C2C(=C(/C(/C2=C1)=C/C1=CC=C(C=C1)COC1=CC=CC=C1)C)CC(=O)O